S1(=O)OCC(C)O1 3-Propylene Sulfite